4-[4-(4-fluorophenyl)-1-(3-phenylpropyl)-5-pyridin-4-yl-1H-imidazol-2-yl]-but-3-yn-1-ol FC1=CC=C(C=C1)C=1N=C(N(C1C1=CC=NC=C1)CCCC1=CC=CC=C1)C#CCCO